C(C1=CC=CC=C1)N1C=NC=2CN(CCC21)C(=O)OC(C)(C)C tert-butyl 1-benzyl-6,7-dihydro-1H-imidazo[4,5-c]pyridine-5(4H)-carboxylate